C=1C=CC2=CC3(C=CC12)CC3 spiro[cyclopropane-1,5'-inden]